4-ethynyl-6-methoxypyrimidine C(#C)C1=NC=NC(=C1)OC